CC1=C(NC=C1C1(CC1)C=1C=NC(=CC1)C(F)(F)F)C(=O)NC(C)C1=NN(C=N1)C(C1=CC=CC=C1)(C1=CC=CC=C1)C1=CC=CC=C1 3-methyl-4-(1-(6-(trifluoromethyl)pyridin-3-yl)cyclopropyl)-N-(1-(1-(triphenylmethyl)-1H-1,2,4-triazol-3-yl)ethyl)-1H-pyrrole-2-carboxamide